3-ethyl-7-((4-(2-methyl-1-carbonyl-1,2-dihydro-phthalazin-6-yl)piperazin-1-yl)methyl)-1,5-naphthyridin-2(1H)-one C(C)C=1C(NC2=CC(=CN=C2C1)CN1CCN(CC1)C=1C=C2C=NN(C(C2=CC1)=C=O)C)=O